6-(1-(3-Chloropyridin-2-yl)-3-(trifluoromethyl)-1H-pyrazol-5-carboxamido)-N-(cyclopropylmethyl)-5-methylpyrazolo[1,5-a]pyridin-7-carboxamid ClC=1C(=NC=CC1)N1N=C(C=C1C(=O)NC=1C(=CC=2N(C1C(=O)NCC1CC1)N=CC2)C)C(F)(F)F